CC\\1=C(/C(=C/C2=C(C(=C(N2)C(=O)C3=C(C(=C(N3)C=O)C=C)C)C)CCC(=O)[O-])/N/C1=C\\C4=NC(=O)C(=C4C=C)C)CCC(=O)[O-] The molecule is a linear tetrapyrrole anion obtained by deprotonation of the two carboxy groups of mycobilin b; major species at pH 7.3. It is a dicarboxylic acid dianion and a linear tetrapyrrole anion. It is a conjugate base of a mycobilin b.